C(CCC(=O)O)(=O)O.FC1=C(C(=O)NC2=NC(=CC=C2)C(=O)C2CCN(CC2)C)C(=CC(=C1)F)F.FC1=C(C(=O)NC2=NC(=CC=C2)C(=O)C2CCN(CC2)C)C(=CC(=C1)F)F 2,4,6-Trifluoro-N-[6-(1-methyl-piperidine-4-carbonyl)-pyridin-2-yl]-benzamide hemi-succinate salt